C(C)(C)(C)OC(=O)N(C(OC(C)(C)C)=O)C1=NC=NC(=C1CC(OCC)OCC)C=1C=NN(C1)\C(=C/C#N)\C1CCCC1 tert-Butyl (Z)-(tert-butoxycarbonyl)(6-(1-(2-cyano-1-cyclopentylvinyl)-1H-pyrazol-4-yl)-5-(2,2-diethoxyethyl)pyrimidin-4-yl)carbamate